8-Bromo-7-chloro-5-(methylthio)imidazo[1,2-c]pyrimidine BrC=1C=2N(C(=NC1Cl)SC)C=CN2